BrC1=CC=C(C=C1)C1(CCCC1)C#N 1-(4-bromophenyl)cyclopentane-1-carbonitrile